C(#C)C=1N=C(C=2N=CN([C@H]3[C@H](O)[C@H](O)[C@@H](CO)O3)C2N1)N 2-ethynyladenosine